FC=1C=C(C=C(C1)F)N1CCC=2C=C(N=CC2C1)C(=O)O 7-(3,5-difluorophenyl)-5,6,7,8-tetrahydro-2,7-naphthyridine-3-carboxylic acid